1,3,4-tris-ethoxymethyl-tetrahydro-imidazo[4,5-d]imidazole-2,5-dione C(C)OCN1C(N(C2C1NC(N2COCC)=O)COCC)=O